4-(4-aminophenoxy)phenyl-propane tert-butyl-N-(14-hydroxy-3,6,9,12-tetraoxatetradecan-1-yl)carbamate C(C)(C)(C)OC(NCCOCCOCCOCCOCCO)=O.NC1=CC=C(OC2=CC=C(C=C2)CCC)C=C1